C(#N)C1=C(C(=O)OC)C=CC(=C1)N1CCC(CC1)CC(OC)OC methyl 2-cyano-4-[4-(2,2-dimethoxyethyl) piperidin-1-yl]-benzoate